C1(OCCO1)=O 9-Ethylene carbonate